6-(2,3-dichloro-6-methoxyphenyl)-2-ethyl-1-carbonyl-2,5,6,7-tetrahydro-1H-cyclopenta[C]pyridine-4-carboxylic acid ethyl ester C(C)OC(=O)C=1C2=C(C(N(C1)CC)=C=O)CC(C2)C2=C(C(=CC=C2OC)Cl)Cl